4-{[2-amino-4-(pentylamino)-5H-pyrrolo[3,2-d]pyrimidin-5-yl]methyl}-3-methoxybenzoic acid NC=1N=C(C2=C(N1)C=CN2CC2=C(C=C(C(=O)O)C=C2)OC)NCCCCC